BrC1=NN2C(C=C(C=C2)C(C)=O)=N1 1-(2-bromo-[1,2,4]triazolo[1,5-a]pyridin-7-yl)ethan-1-one